C(CC)(=O)ON1C(CCC1=O)=O succinimidyl propionate